FC1=CC=C(C=C1)N1N=CC2=C1C=C1CCN(C[C@]1(C2)C(=O)C=2N=C(SC2)[Si](C)(C)C)C(=O)OC(C)(C)C (R)-tert-butyl 1-(4-fluorophenyl)-4a-(2-(trimethylsilyl)thiazole-4-carbonyl)-4a,5,7,8-tetrahydro-1H-pyrazolo[3,4-g]isoquinoline-6(4H)-carboxylate